FC(CN1N=NC2=C1C=C(C=C2)C=2C(=CN1N=C(N=C(C12)OC)N[C@@H]1[C@@H](CN(CC1)C(C)=O)F)F)F 1-((3R,4S)-4-((5-(1-(2,2-difluoroethyl)-1H-benzo[d][1,2,3]triazol-6-yl)-6-fluoro-4-methoxypyrrolo[2,1-f][1,2,4]triazin-2-yl)amino)-3-fluoropiperidin-1-yl)ethan-1-one